BrC1=CN=CC=2N(CCCCC21)C2=NC(NC1=CC=C(C(=C21)F)F)=O 4-(6-bromo-2,3,4,5-tetrahydro-1H-pyrido[3,4-b]azepin-1-yl)-5,6-difluoroquinazolin-2(1H)-one